6-benzyl-2,4-dichloro-7,7-dimethyl-6,7-dihydro-5H-pyrrolo[3,4-d]pyrimidine C(C1=CC=CC=C1)N1C(C=2N=C(N=C(C2C1)Cl)Cl)(C)C